1-(4-chlorophenyl)-3-(4-(2-((4-oxo-3,4-dihydro-phthalazin-1-yl)amino)ethyl)phenyl)urea ClC1=CC=C(C=C1)NC(=O)NC1=CC=C(C=C1)CCNC1=NNC(C2=CC=CC=C12)=O